O=C1N(C(C=C1)=O)CCOCCOCCC(=O)O 3-{2-[2-(2,5-dioxo-2,5-dihydro-1H-pyrrol-1-yl)ethoxy]ethoxy}propanoic acid